tert-Butyl N-[6-chloro-7-fluoro-1-(p-tolylsulfonyl)indol-4-yl]carbamate ClC1=CC(=C2C=CN(C2=C1F)S(=O)(=O)C1=CC=C(C=C1)C)NC(OC(C)(C)C)=O